ethyl 2-{[(2S)-1,4-dioxan-2-yl]methyl}-4-methyl-8-(trifluoromethyl)-2H-furo[2,3-g]indazole-7-carboxylate O1[C@H](COCC1)CN1N=C2C3=C(C=C(C2=C1)C)OC(=C3C(F)(F)F)C(=O)OCC